2-(2-(7-(((tert-butyldimethylsilyl)oxy)methyl)-1,2,4,5-tetrahydro-3H-benzo[d]azepin-3-yl)-2-oxoethyl)-6-(5-chloro-2-((oxan-4-yl)amino)pyrimidin-4-yl)isoindolin-1-one [Si](C)(C)(C(C)(C)C)OCC1=CC2=C(CCN(CC2)C(CN2C(C3=CC(=CC=C3C2)C2=NC(=NC=C2Cl)NC2CCOCC2)=O)=O)C=C1